BrC=1C=C2C(=NC1)N(C=C2C=2C=NC=C(C2)F)S(=O)(=O)C2=CC=C(C)C=C2 5-bromo-3-(5-fluoropyridin-3-yl)-1-tosyl-1H-pyrrolo[2,3-b]pyridine